[I-].C(C)OCC[N+](C)(C)CCOCCOC N-(2-ethoxyethyl)-N-[2-(2-methoxyethoxy)ethyl]-N,N-dimethyl-ammonium iodide